Cl.Cl.O1C(=CC=C1)CNC=1C2=C(N=C(N1)C)C(=CS2)C N-(2-furylmethyl)-2,7-dimethyl-thieno[3,2-d]Pyrimidin-4-amine dihydrochloride